C(C)(C)(C)C1=C(C(=CC(=C1)C(C)(C)C)C1=C(C(=CC(=C1)C(C)(C)C)C(C)(C)C)OP1OC2=C(C3=C(O1)C(=CC(=C3)C(C)(C)C)C(C)(C)C)C=C(C=C2C(C)(C)C)C(C)(C)C)O 3,3',5,5'-tetra-tert-butyl-2'-((2,4,8,10-tetra-tert-butyldibenzo[d,f][1,3,2]dioxaphosphepin-6-yl)oxy)-[1,1'-biphenyl]-2-ol